P(O)(O)O.P(OCCCCCCCCCCCCCCCCCCCC)(OCCCCCCCCCCCCCCCCCCCC)OCCCCCCCCCCCCCCCCCCCC tri-arachidyl phosphite phosphite